CC1(OB(OC1(C)C)/C=C/CN1C[C@@H](N(CC1)C(=O)OC(C)(C)C)C(=O)OC)C O1-tert-butyl O2-methyl (2R)-4-[(E)-3-(4,4,5,5-tetramethyl-1,3,2-dioxaborolan-2-yl)allyl]piperazine-1,2-dicarboxylate